FC(C1=NN(C2=CC=C(C=C12)NC(C1=C(C=C(C=C1)NS(=O)(=O)CCO)N1CCC2(CC2)CC1)=O)C)F N-(3-(difluoromethyl)-1-methyl-1H-indazol-5-yl)-4-((2-hydroxyethyl)sulphonamido)-2-(6-azaspiro[2.5]octane-6-yl)benzamide